N-(5-nitro-1,2,3,4-tetrahydronaphthalen-1-yl)-2-oxo-6-(trifluoromethyl)-1,2-dihydropyridine-3-carboxamide [N+](=O)([O-])C1=C2CCCC(C2=CC=C1)NC(=O)C=1C(NC(=CC1)C(F)(F)F)=O